N(=O)OC[C@@H]1[C@H](C[C@@H](O1)N1C=NC=2C(=O)NC(N)=NC12)O Deoxyguanosine Nitrite